tert-butyl ((6-hydroxybenzo[d]thiazol-2-yl)methyl)carbamate OC1=CC2=C(N=C(S2)CNC(OC(C)(C)C)=O)C=C1